3-([1,2,4]triazolo[4,3-c]pyrimidin-7-yl)propan-1-ol N=1N=CN2C=NC(=CC21)CCCO